(E)-2-(((1,3-dihydroxypropan-2-yl)oxy)methyl)-2-((4-(3,5-dimethoxystyryl)phenoxy)methyl)propane-1,3-diol OCC(CO)OCC(CO)(CO)COC1=CC=C(C=C1)\C=C\C1=CC(=CC(=C1)OC)OC